BrC1=CC=C(C=C1)C(CO[Si](C)(C)C(C)(C)C)=O 1-(4-bromophenyl)-2-[(tertbutyldimethylsilyl)oxy]ethan-1-one